C1(=CC=CC=C1)N1CN(C2=C(C1)COC1=C2C=CC=C1)C1=CC=C(C=C1)Cl 3-phenyl-1-(4-chlorophenyl)-3,4-dihydro-1H-benzopyrano[4,3-d]pyrimidine